5-(5-(hydroxymethyl)-3a,5,6,6a-tetrahydro-4H-cyclopenta[d]-isoxazol-3-yl)-2-methoxybenzoic acid OCC1CC2C(C(=NO2)C=2C=CC(=C(C(=O)O)C2)OC)C1